C(CCCCCCCCCCCCCCC)(=O)OCC(COC(NC1CN(C1)CC(CF)CF)=O)OC(CCCCCCCCCCCCCCC)=O 3-(((1-(3-fluoro-2-(fluoromethyl)propyl)azetidin-3-yl)carbamoyl)oxy)propane-1,2-diyl dipalmitate